C1(=CC=CC=C1)CC(=O)O[C@@H]1[C@H](O[C@H]([C@]1(C)F)N1C2=NC(=NC(=C2N=C1)NC)NC(CC1=CC=CC=C1)=O)COC(CC1=CC=CC=C1)=O (2R,3R,4R,5R)-4-fluoro-4-methyl-5-(6-(methylamino)-2-(2-phenylacetamido)-9H-purin-9-yl)-2-((2-phenylacetoxy)methyl)tetrahydrofuran-3-yl 2-phenylacetate